(S)-2-(1-(2-ethyl-6-(1-methyl-5-(((4-methyl-3-oxo-6-propyl-3,4-dihydropyrazin-2-yl)oxy)methyl)-1H-1,2,3-triazol-4-yl)pyridin-3-yl)-5,5-difluoropiperidin-3-yl)acetic acid C(C)C1=NC(=CC=C1N1C[C@H](CC(C1)(F)F)CC(=O)O)C=1N=NN(C1COC1=NC(=CN(C1=O)C)CCC)C